ClC1=NC=C2C=CC(=NC2=C1)C1(CC1)C1CCN(CC1)C(=O)OC(C)(C)C tert-butyl 4-[1-(7-chloro-1,6-naphthyridin-2-yl)cyclopropyl]piperidine-1-carboxylate